C(C)(C)(C)OC(=O)N1[C@H](CN([C@@H](C1)C)C(CC)C12CC(C1)(C2)C(F)(F)F)C.Cl[Si](CCC(F)(F)F)(C)C chloro-dimethyl-(3,3,3-trifluoropropyl)silane tert-butyl-(2S,5R)-2,5-dimethyl-4-(1-(3-(trifluoromethyl)bicyclo[1.1.1]pentan-1-yl)propyl)piperazine-1-carboxylate